3-((3-exo)-3-((7-((5-(oxetan-3-yl)-1H-pyrazol-3-yl)amino)-1,6-naphthyridin-5-yl)amino)-8-azabicyclo[3.2.1]octan-8-yl)propionitrile O1CC(C1)C1=CC(=NN1)NC1=NC(=C2C=CC=NC2=C1)NC1CC2CCC(C1)N2CCC#N